C(C)(C)C1=C2C=C(N=CC2=C(C=C1)N1[C@@H]([C@H](C1)CS(=O)(=O)C)C)NC1=NC(=NC=C1)C=1C=NN(C1)C 5-isopropyl-N-(2-(1-methyl-1H-pyrazol-4-yl)pyrimidin-4-yl)-8-((2R,3S)-2-methyl-3-((Methylsulfonyl)methyl)azetidin-1-yl)isoquinolin-3-amine